N-[4-(3-chlorophenoxy)-3-sulfamoylphenyl]-2-(2-chloropyridine-3-yl)acetamide ClC=1C=C(OC2=C(C=C(C=C2)NC(CC=2C(=NC=CC2)Cl)=O)S(N)(=O)=O)C=CC1